BrC=1C(=NC=NC1)N(C)C 5-bromo-N,N-dimethylpyrimidin-4-amine